C(C1=CC=CC=C1)OC1=C(C=C(C=C1)CC(=O)C1=CC(=C(C(=C1)OC)OC)OC)OC 2-(4-(Benzyloxy)-3-methoxyphenyl)-1-(3,4,5-trimethoxyphenyl)ethan-1-one